CC=1C(=NC=C(C1)C1=NOC(C1)(C(F)(F)F)C1=CC(=C(C(=C1)Cl)Cl)Cl)C(=O)O 3-methyl-5-(5-(3,4,5-trichlorophenyl)-5-(trifluoromethyl)-4,5-dihydro-isoxazol-3-yl)pyridinecarboxylic acid